2-(2-(methylamino)ethoxy)ethan-1-ol CNCCOCCO